C(C)(=O)C1=NN(C2=C(C=C(C=C12)C=1C=NC(=NC1)C)CF)CC(=O)N1[C@@H](C[C@@](C1)(CF)F)C(=O)NC1=NC(=CC=C1C)Br (2S,4R)-1-(2-(3-acetyl-7-(fluoromethyl)-5-(2-methylpyrimidin-5-yl)-1H-indazol-1-yl)acetyl)-N-(6-bromo-3-methylpyridin-2-yl)-4-fluoro-4-(fluoromethyl)-pyrrolidine-2-carboxamide